1,1'-(2,5-Diacetyl-1,4-phenylene)bis(propan-1-one) C(C)(=O)C1=C(C=C(C(=C1)C(CC)=O)C(C)=O)C(CC)=O